C1(=CC=CC=C1)C(=NC1=CN=CC2=CC=CC(=C12)C=C)C1=CC=CC=C1 1,1-diphenyl-N-(5-vinylisoquinolin-4-yl)methanimine